C(CCCCCCCCCCC)[N+](C)(C(=O)O)C(=O)O dodecyl-dicarboxyl-methyl-ammonium